titanium diisopropoxide bis(oxaloacetate) C(=O)(C(=O)O)CC(=O)[O-].C(=O)(C(=O)O)CC(=O)[O-].CC([O-])C.CC([O-])C.[Ti+4]